OC[C@H]1O[C@H]([C@H]2[C@@H]1OC(O2)(C)C)N2C=NC=1C2=NC(=C(C1N1CC(CC1)(F)F)C#N)Cl 3-[(3aR,4R,6R,6aR)-6-(hydroxymethyl)-2,2-dimethyl-3a,4,6,6a-tetrahydrofuro[3,4-d][1,3]dioxol-4-yl]-5-chloro-7-(3,3-difluoropyrrolidin-1-yl)imidazo[4,5-b]pyridine-6-carbonitrile